O1C(=CC=C1)CC1=C2C(=C(C(N(C2=CC=C1)CC(C)C)=O)C(=O)N)O (furan-2-ylmethyl)-4-hydroxy-1-isobutyl-2-oxo-1,2-dihydroquinoline-3-carboxamide